O1C=NOC=C1 1,4-dioxapyrimidine